[Lu+3].O=C(C)NCC(NCCCCC(NC(NC(CCC(=O)[O-])C(=O)[O-])=O)C(=O)[O-])=O 2,5,13-trioxo-3,6,12,14-tetraazaheptadecane-11,15,17-tricarboxylate lutetium